2-bromo-3-fluoro-6-methylbenzoic acid BrC1=C(C(=O)O)C(=CC=C1F)C